NCC1=CC(=C(C=C1)NC(=O)C1=CC2=C(OCCC3=C2SC=C3)C=C1C=1C(=NC(=CC1)C(NCCC)=O)C(=O)OC)CC(=O)OC(C)(C)C methyl 3-(9-((4-(aminomethyl)-2-(2-(tert-butoxy)-2-oxoethyl)phenyl)carbamoyl)-4,5-dihydrobenzo[b]thieno[2,3-d]oxepin-8-yl)-6-(propylcarbamoyl)picolinate